COC(=O)[C@@H]1CN(CC[C@H]1N)C1C(CCC1)C |r| rac-(3R,4R)-4-amino-1-(2-methyl-cyclopentyl)-piperidine-3-carboxylic acid methyl ester